1-[2-(4-methyl-5-oxo-4,5-dihydro-1H-1,2,4-triazol-3-yl)acetyl]pyrrolidine-2-carboxamide CN1C(=NNC1=O)CC(=O)N1C(CCC1)C(=O)N